C(C)(C)(C)OC(CN1C=CC2=CC=C(C=C12)N1C(NC(CC1)=O)=O)=O.O1C(=CC=C1)/C=C/C(=O)C=1N(C=CC1)C (E)-3-(furan-2-yl)-1-(N-methyl-pyrrol-2-yl)prop-2-en-1-one tert-Butyl-2-(6-(2,4-dioxotetrahydropyrimidin-1(2H)-yl)-1H-indol-1-yl)acetate